10-methyl-3,7-dimethyl-10H-phenothiazine CN1C2=CC=C(C=C2SC=2C=C(C=CC12)C)C